The molecule is a carbobicyclic compound and sesquiterpene that is spiro[5.5]undec-2-ene which is substituted by a methylidene group at position 11 and by methyl groups at positions 3, 7 and 7. It is a sesquiterpene and a carbobicyclic compound. CC1=CCC2(CC1)C(=C)CCCC2(C)C